O=C1NC(CCC1N1C(C2=CC=CC(=C2C1=O)NCCCC1=CC=C(CCNC(OC(C)(C)C)=O)C=C1)=O)=O tert-butyl (4-(3-((2-(2,6-dioxopiperidin-3-yl)-1,3-dioxoisoindolin-4-yl)amino)propyl)phenethyl)carbamate